azulene-6-carboxylic acid potassium salt [K+].C1=CC=C2C=CC(=CC=C12)C(=O)[O-]